N,N,N',N'-tetramethyl-1,4-benzenediamine CN(C1=CC=C(C=C1)N(C)C)C